5-(2-methoxyethoxymethyl)-N-(1-methylsulfonyl-4-piperidyl)-2-phenyl-1H-indol-7-amine COCCOCC=1C=C2C=C(NC2=C(C1)NC1CCN(CC1)S(=O)(=O)C)C1=CC=CC=C1